tert-Butyl 2-((4-methyl-3-((1-(naphthalen-1-yl)cyclopropyl)carbamoyl)phenoxy)methyl)pyrrolidine-1-carboxylate CC1=C(C=C(OCC2N(CCC2)C(=O)OC(C)(C)C)C=C1)C(NC1(CC1)C1=CC=CC2=CC=CC=C12)=O